FC=1C=C(C=CC1)N1N=C(C=C1)CC(=O)O 2-[1-(3-fluorophenyl)-1H-pyrazol-3-yl]acetic acid